[O-2].[Mn+3].[Mn+2] manganese manganic oxide